3,5-dimethyl-1,2-dihydropyridin-2-one CC=1C(NC=C(C1)C)=O